FC1([C@@H]([C@H](CCC1)N1C[C@H](CC1)N(CC(C)C)C)NC(=O)N1CCC(CC1)(C)C1=NOC(=N1)[C@H]1[C@H](C1)F)F N-[(1R,6S)-2,2-difluoro-6-{(3S)-3-[methyl-(2-methylpropyl)amino]pyrrolidin-1-yl}cyclohexyl]-4-{5-[(1S,2S)-2-fluorocyclopropyl]-1,2,4-oxadiazol-3-yl}-4-methylpiperidine-1-carboxamide